iodolan [IH]1CCCC1